ClC1=C(OCCOCCOCCOCCOCCNC(OC(C)(C)C)=O)C=CC(=C1)CCC1=NC2=C(N1C[C@H](C)N1CCOCC1)C=CC(=C2)C=2C(=NOC2C)C tert-butyl N-[14-(2-chloro-4-{2-[5-(3,5-dimethyl-1,2-oxazol-4-yl)-1-[(2S)-2-(morpholin-4-yl)propyl]-1,3-benzodiazol-2-yl]ethyl}phenoxy)-3,6,9,12-tetraoxatetradecan-1-yl]carbamate